ClC1=CC=CC=2N1N=C(C2CC(F)(F)F)C#CCNC(OC(C)(C)C)=O tert-butyl {3-[7-chloro-3-(2,2,2-trifluoroethyl)pyrazolo[1,5-a]pyridin-2-yl]prop-2-yn-1-yl}carbamate